(2S)-2-amino-3-[4-[4-cyano-2-(2-methyl-6-phenylpyrimidin-4-yl)oxyphenyl]phenyl]propanamide N[C@H](C(=O)N)CC1=CC=C(C=C1)C1=C(C=C(C=C1)C#N)OC1=NC(=NC(=C1)C1=CC=CC=C1)C